C(C)N(C(=O)N[C@H](C(F)(F)F)CCC(F)(F)F)C(C)C1=NC(=NC=C1)C=1N=C(C=2N(C1)C=CN2)OC 1-ethyl-3-((S)-1,1,1,5,5,5-hexafluoropentan-2-yl)-1-(1-(2-(8-methoxyimidazo[1,2-a]pyrazin-6-yl)pyrimidin-4-yl)ethyl)urea